tert-butyl N-[2-({6-methoxy-4-[2,3,6-trifluoro-4-(4-methoxypyridin-3-amido) phenoxy] quinolin-7-yl} oxy) ethyl]-N-methylcarbamate COC=1C=C2C(=CC=NC2=CC1OCCN(C(OC(C)(C)C)=O)C)OC1=C(C(=C(C=C1F)NC(=O)C=1C=NC=CC1OC)F)F